ClC1=C(C(=O)O)C(=CC(=C1)C1=NC=NC(=C1)NCCC1=C(OC2=C1C=CC=C2)C)SC 2-Chloro-4-{6-[2-(2-methyl-benzofuran-3-yl)-ethylamino]-pyrimidin-4-yl}-6-methylsulfanyl-benzoic acid